C1(CCCC1)C1=C(C(=CC2=C1C(N1[C@@H](CO2)C[C@@H](C1)O)=O)C)F (2S,11aR)-6-Cyclopentyl-7-fluoro-2-hydroxy-8-methyl-2,3,11,11a-tetrahydro-1H,5H-benzo[f]pyrrolo[2,1-c][1,4]oxazepin-5-one